2-(2-chloro-4-(6-((4-chloro-6-(methylcarbamoyl)pyridin-3-yl)methoxy)pyridin-2-yl)-5-fluorobenzyl)-4-fluoro-1-(2-methoxyethyl)-1H-benzo[d]imidazole-6-carboxylic acid ClC1=C(CC2=NC3=C(N2CCOC)C=C(C=C3F)C(=O)O)C=C(C(=C1)C1=NC(=CC=C1)OCC=1C=NC(=CC1Cl)C(NC)=O)F